ClC=1C=CC2=C(OCO[C@H]2[C@H]2O[C@H]([C@@H]([C@@H]2O)O)N2C=CC3=C2N=CN=C3C)C1 (2S,3S,4R,5R)-2-((R)-7-chloro-4H-benzo[d][1,3]dioxin-4-yl)-5-(4-methyl-7H-pyrrolo[2,3-d]pyrimidin-7-yl)tetrahydrofuran-3,4-diol